11-methyl-1,10,19-triazatricyclo[10.5.2.0^{15,18}]nonadeca-12(19),13,15(18),16-tetraen-9-one CC1NC(CCCCCCCN2C=CC=3C=CC1=NC23)=O